IC1=C(C(=CC(=C1)I)I)O 2,4,6-triiodophenol